C(C)OC=1C(=NC(=C(C1)N1[C@@H](CN(CC1)C(=O)C1(C2C=CC(C1)C2)C(F)(F)F)CC)C(=O)N[C@H]2CNCC2)C=2C=NC=CC2 ethoxy-5-[(2R)-2-ethyl-4-[2-(trifluoromethyl)bicyclo[2.2.1]hept-5-ene-2-carbonyl]piperazin-1-yl]-N-[(3R)-pyrrolidin-3-yl]-[2,3'-bipyridine]-6-carboxamide